phenyl-Hexanediol C1(=CC=CC=C1)C(CCCCC)(O)O